4-((1'S,5'S)-5'-(tert-butyl)-2'-methylencyclohexyl)butan-2-one C(C)(C)(C)C1CCC(C(C1)CCC(C)=O)=C